(Z)-4-azidobut-2-en-1-yl 2-diazo-2-phenylacetate [N+](=[N-])=C(C(=O)OC\C=C/CN=[N+]=[N-])C1=CC=CC=C1